4-((4-(4-(piperidin-1-ylsulfonyl)phenyl)thiazol-2-yl)amino)benzenesulfonamide N1(CCCCC1)S(=O)(=O)C1=CC=C(C=C1)C=1N=C(SC1)NC1=CC=C(C=C1)S(=O)(=O)N